(S)-(3-(3-(6-Chloro-7-((1-(ethylsulfonyl)pyrrolidin-3-yl)amino)-1H-imidazo[4,5-b]pyridin-2-yl)-2,5-dimethyl-1H-pyrrol-1-yl)phenyl)(morpholino)methanon ClC=1C(=C2C(=NC1)N=C(N2)C2=C(N(C(=C2)C)C=2C=C(C=CC2)C(=O)N2CCOCC2)C)N[C@@H]2CN(CC2)S(=O)(=O)CC